CC1=C(C(=NO1)C=1C=NC(=CC1)C(F)(F)F)COC1=CC2=C(N=N1)CN(CC2)C(C)=O 1-[3-({5-methyl-3-[6-(trifluoromethyl)pyridin-3-yl]-1,2-oxazol-4-yl}methoxy)-5H,6H,7H,8H-pyrido[3,4-c]pyridazin-7-yl]ethan-1-one